6-((2R,3S)-2-benzyl-3-fluoropyrrolidin-1-yl)-4-morpholinopyridin-2(1H)-one C(C1=CC=CC=C1)[C@H]1N(CC[C@@H]1F)C1=CC(=CC(N1)=O)N1CCOCC1